BrC1=CC=C2NC(C=3N(C2=C1C)C(=NN3)C)(C)C 8-bromo-1,4,4,9-tetramethyl-4,5-dihydro-[1,2,4]triazolo[4,3-a]quinoxaline